NC(C(C(=O)NO)NC(C1=CC=C(C=C1)C#CC1=CC=C(C=C1)CNCC(F)F)=O)(C)C N-(3-amino-1-(hydroxyamino)-3-methyl-1-oxobutan-2-yl)-4-((4-(((2,2-difluoroethyl)amino)methyl)phenyl)ethynyl)benzamide